ethyl 3-(3-chlorophenyl-ethyl)-1H-pyrazole-5-carboxylate ClC=1C=C(C=CC1)CCC1=NNC(=C1)C(=O)OCC